silver tris(xylene) tetrakis(pentafluorophenyl)borate FC1=C(C(=C(C(=C1[B-](C1=C(C(=C(C(=C1F)F)F)F)F)(C1=C(C(=C(C(=C1F)F)F)F)F)C1=C(C(=C(C(=C1F)F)F)F)F)F)F)F)F.C=1(C(=CC=CC1)C)C.C=1(C(=CC=CC1)C)C.C=1(C(=CC=CC1)C)C.[Ag+]